C(CC)N(C=1C=C(C=CC1)O)CCC 3-(dipropylamino)phenol